C[C@@H]1CN(C[C@@H](N1)C)C1=NC(=NC=C1)CNC=1C2=C(N=CN1)NC=C2C2CCOCC2 N-((4-((3R,5S)-3,5-Dimethylpiperazin-1-yl)pyrimidin-2-yl)methyl)-5-(tetrahydro-2H-pyran-4-yl)-7H-pyrrolo[2,3-d]pyrimidin-4-amine